NC=1NC(C2=C(N1)NC(=C2C2=C(C=CC(=C2)C)OC)C2=CC=C(C=C2)S(=O)(=O)N(C)C)=O 4-(2-Amino-5-(2-methoxy-5-methylphenyl)-4-oxo-4,7-dihydro-3H-pyrrolo[2,3-d]pyrimidin-6-yl)-N,N-dimethylbenzenesulfonamide